COCCOCCOCCOCCOCCOC=1C=C(C(=O)OC)C=C(C1[N+](=O)[O-])F methyl 3-((2,5,8,11,14-pentaoxahexadecan-16-yl)oxy)-5-fluoro-4-nitrobenzoate